COC1=CC=C(C=C1)C(C(C)(O)C)O 1-(4-methoxyphenyl)-2-methylpropan-1,2-diol